3-{1-[(3-methylphenyl)methyl]-5-oxopyrrolidin-2-yl}-3-oxo-2-(1λ4-thiolan-1-ylidene)propanenitrile CC=1C=C(C=CC1)CN1C(CCC1=O)C(C(C#N)=S1CCCC1)=O